C1(=CC=CC=C1)C1=NNC(=N1)CC(=O)N 2-(3-phenyl-1H-1,2,4-triazol-5-yl)acetamide